S(=O)(=O)(O)O.CN(CCO)CCO methyl-diethanolamine sulfate